Tert-butyl N-[2-[4-[[4-[4-(2,4-dioxohexahydropyrimidin-1-yl)-8-isoquinolyl]-1-piperidyl] methyl]cyclohexyl]indazol-5-yl]carbamate O=C1N(CCC(N1)=O)C1=CN=CC2=C(C=CC=C12)C1CCN(CC1)CC1CCC(CC1)N1N=C2C=CC(=CC2=C1)NC(OC(C)(C)C)=O